N1=CC=C2N1C1=CC=CC=C1NC2=O 4,5-dihydropyrazolo[1,5-a]quinoxalin-4-one